F[C@@H](CF)C=1C=C(OC2CC(C2)N)C=CC1F (1r,3r)-3-(3-(1,2-difluoroethyl)-4-fluorophenoxy)cyclobutan-1-amine